tert-butyl 5-[(6-{[1-tert-butyl-4-cyano-3-(4-nitrophenyl)-1H-pyrazol-5-yl]amino} pyridin-3-yl)oxy]pentanoate C(C)(C)(C)N1N=C(C(=C1NC1=CC=C(C=N1)OCCCCC(=O)OC(C)(C)C)C#N)C1=CC=C(C=C1)[N+](=O)[O-]